BrC=1C=C(C=C(C1O)C)C(C(C1=CC(=C(C(=C1)C)O)Br)C1=CC(=C(C(=C1)C)O)Br)C1=CC(=C(C(=C1)C)O)Br 1,1,2,2-tetrakis(3-bromo-5-methyl-4-hydroxyphenyl)ethane